FC1(CCN(CCC1)C1=NC2=CC(=C(C=C2C=C1C(=O)N)F)F)F 2-(4,4-difluoroazepan-1-yl)-6,7-difluoroquinoline-3-carboxamide